[Ir].C(=O)(O)[C@@H](CC1=CC=CC=C1)N1N=NC(=C1)CSC1=CC(=CC=C1)OC (R)-1-(1-carboxy-2-phenylethyl)-4-[3-(methoxy)phenylthiomethyl]-1H-1,2,3-Triazole iridium